O1COC2=C1C=CC(=C2)/C=C/C(=O)N[C@H](C(=O)NC2=CC=C(C=C2)C(NO)=O)CC2=CC=C(C=C2)Cl (2S)-2-[[(E)-3-(1,3-benzodioxol-5-yl)prop-2-enoyl]amino]-3-(4-chlorophenyl)-N-[4-(hydroxycarbamoyl)phenyl]propanamide